N-(2,3-dimethylbutan-2-yl)benzene-1,3-diamine CC(C)(C(C)C)NC1=CC(=CC=C1)N